C(#N)C=1C=C(C=CC1)N1[C@H]2CN([C@H](C1)C2)C2=NC(=NC=C2C#N)C=2C=NN(C2)C 4-[(1S,4R)-5-(3-cyanophenyl)-2,5-diazabicyclo[2.2.1]hept-2-yl]-2-(1-methyl-1H-pyrazol-4-yl)pyrimidine-5-carbonitrile